4-(Dimethylamino)-N-[4-(4-(2-methoxyphenyl)piperazin-1-yl)butyl]benzamide CN(C1=CC=C(C(=O)NCCCCN2CCN(CC2)C2=C(C=CC=C2)OC)C=C1)C